C(C)O[In](OCC)OCC triethoxyindium